C1(CCCCC1)NC(=O)N1C(=NC2=C1C=C(C=C2)C=2C=NC=NC2)OC N-cyclohexyl-2-methoxy-6-(pyrimidin-5-yl)-1H-benzo[d]Imidazole-1-carboxamide